COC1=CC2=C(C3CC(C(CN3CC2)CC(C)C)=O)C=C1OC 1,3,4,6,7,11b-hexahydro-9,10-di(methoxy)-3-(2-methylpropyl)-2H-benzo[a]quinolizin-2-one